C(C=CC1=CC=CC=C1)N1CC(C=2NC=3C=CC=CC3C2CC1)C(=O)OC methyl 3-cinnamyl-1,2,3,4,5,6-hexahydroazepino[4,5-b]indole-5-carboxylate